COC(=O)C1=CC=C(CC(C(=O)OC)C(=O)OC)C=C1 Dimethyl 2-(4-(methoxycarbonyl)benzyl)malonate